ClC1=CC(=C(C(=O)NC)C(=C1)C(C=O)C(C)C)F 4-chloro-2-fluoro-N-methyl-6-(3-methyl-1-oxobutan-2-yl)benzamide